(R)-3-(7-(1-((6-(3-hydroxypyrrolin-1-yl)pyridin-2-yl)methyl)-1H-1,2,3-Triazol-4-yl)-3H-imidazo[4,5-b]pyridin-5-yl)-2-methylbenzonitrile OC1=CN(CC1)C1=CC=CC(=N1)CN1N=NC(=C1)C1=C2C(=NC(=C1)C=1C(=C(C#N)C=CC1)C)NC=N2